C(C)(C)(C)OC(=O)C=1N=CSC1N(CC1=CC=C(C=C1)OC)S(=O)(=O)C1=CC(=C(C=C1)CC(=O)OCC)F 5-[[4-(2-ethoxy-2-oxo-ethyl)-3-fluoro-phenyl]sulfonyl-[(4-methoxyphenyl)methyl]amino]thiazole-4-carboxylic acid tert-butyl ester